C1(=CC=CC=C1)C=1C(=NC=CC1)C1=C(C=CC=C1)C([2H])([2H])[2H] phenyl((methyl-d3)phenyl)pyridine